(4S)-5,5-difluoro-3-(trifluoromethyl)-1-[3-(trifluoromethyl)pentyl]-6,7-dihydro-4H-indazol-4-ol FC1([C@H](C=2C(=NN(C2CC1)CCC(CC)C(F)(F)F)C(F)(F)F)O)F